5-[(2-chlorophenyl)methyl]-2-(2,2,2-trifluoroethyl)-2,4-dihydro-3H-1,2,4-triazol-3-one ClC1=C(C=CC=C1)CC=1NC(N(N1)CC(F)(F)F)=O